CC(C)(C)C=1C=C2C(=C(C(=NC2=C(C1)F)C)C)CC(=O)[O-] 6-(1,1-dimethylethyl)-8-fluoro-2,3-dimethyl-4-quinolinylacetate